tert-butyl 3-(6-(5-cyanopyrazin-2-ylamino)-3-(trifluoromethyl)pyridazin-4-ylamino)cyclohexylcarbamate C(#N)C=1N=CC(=NC1)NC1=CC(=C(N=N1)C(F)(F)F)NC1CC(CCC1)NC(OC(C)(C)C)=O